S(=O)(=O)([O-])OOS(=O)(=O)[O-].[Mg+2] magnesium monopersulfate